F[C@H]1CN(CC[C@H]1NC1=C2C=C(N(C2=CC=C1)CC(F)(F)F)C1=NOC(=N1)CNC(=O)C1=CN(C=C1)C(COC)C)C N-((3-(4-(((3S,4R)-3-fluoro-1-methylpiperidin-4-yl)amino)-1-(2,2,2-trifluoroethyl)-1H-indol-2-yl)-1,2,4-oxadiazol-5-yl)methyl)-1-(1-methoxypropan-2-yl)-1H-pyrrole-3-carboxamide